NC=1C=C(C(=NC1)C1=NN=C(O1)CCCCCC(=O)OCC)C ethyl 6-[5-(5-amino-3-methylpyridin-2-yl)-1,3,4-oxadiazol-2-yl]hexanoate